(E)-4-(6-((2-(aminomethyl)-3-fluoroallyl)oxy)-benzo[d]oxazol-2-yl)thiomorpholine 1,1-dioxide 4-methylbenzene-sulfonate CC1=CC=C(C=C1)S(=O)(=O)O.NC/C(/COC1=CC2=C(N=C(O2)N2CCS(CC2)(=O)=O)C=C1)=C\F